FC(C1=NC=CC(=C1)NC(=O)N1C[C@@](C2=C1C=NC=1N2N=C(C1)F)(C(F)(F)F)C)F (S)-N-(2-(difluoromethyl)pyridin-4-yl)-2-fluoro-8-methyl-8-(trifluoromethyl)-7,8-dihydro-6H-pyrazolo[1,5-a]pyrrolo[2,3-e]pyrimidine-6-carboxamide